C(C1=CC=CC=C1)C1=C(SC=2N3C(COCC21)=NN=C3C)C#CC3=NC=CC=C3 3-benzyl-9-methyl-2-(pyridin-2-ylethynyl)-4H,6H-thieno[2,3-e][1,2,4]triazolo[3,4-c][1,4]oxazepine